(S)-N-(7-chloro-6-(1-((3R,4R)-4-hydroxy-3-methyltetrahydrofuran-3-yl)piperidin-4-yl)isoquinolin-3-yl)-6,6-difluorospiro[2.5]octane-1-carboxamide ClC1=C(C=C2C=C(N=CC2=C1)NC(=O)[C@H]1CC12CCC(CC2)(F)F)C2CCN(CC2)[C@@]2(COC[C@@H]2O)C